CC1=C(C(=O)[O-])C(=CC=C1C)C 2,3,6-trimethylbenzoate